FC(ON1N=CC2=NC(=CC=C21)C2=C(C(=CC=C2)C)C)F (Difluoromethoxy)-5-(2,3-dimethylphenyl)-1H-pyrazolo[4,3-b]pyridine